C(#C)C1=CC=C(C=C1)C1=CC=C(C=C1)C#C 4,4'-diacetylenyl-biphenyl